4-(but-1-yn-1-yl)pyrimidin-5-amine C(#CCC)C1=NC=NC=C1N